CC1=C(C(=CC(=C1)C)C)S(=O)(=O)[O-].N[N+]1=C(C(=CC(=C1C)Br)F)N 1,2-diamino-5-bromo-3-fluoro-6-methylpyridin-1-ium 2,4,6-trimethylbenzenesulfonate